Trans-3,4-dimethylpiperidine C[C@@H]1CNCC[C@H]1C